FC(C1=CC=CC(=N1)C(=O)N1C2CC2CC1C(=O)N)(F)F 2-((6-(trifluoromethyl)-2-pyridinyl)carbonyl)-2-azabicyclo[3.1.0]hexane-3-carboxamide